1-Methyl-4-[({(1R,2R)-2-[4-(3-methyl-1H-pyrazol-5-yl)benzoyl]cyclohexyl}carbonyl)amino]-1H-pyrazole-3-carboxamide CN1N=C(C(=C1)NC(=O)[C@H]1[C@@H](CCCC1)C(C1=CC=C(C=C1)C1=CC(=NN1)C)=O)C(=O)N